ClC=1C(=NC=CC1OC1=CC=C(C=C1)OC(F)(F)F)N1CCC(CC1)NC(OC(C)(C)C)=O t-butyl (1-(3-chloro-4-(4-(trifluoromethoxy)phenoxy)pyridin-2-yl)piperidin-4-yl)carbamate